N-[5-(2-chloro-5-cyanophenyl)-1H-indazol-3-yl]-1-propylpiperidine-4-carboxamide hydrochloride Cl.ClC1=C(C=C(C=C1)C#N)C=1C=C2C(=NNC2=CC1)NC(=O)C1CCN(CC1)CCC